4-(3-chloro-2-fluoro-6-((4-fluoro-2-methylphenyl)amino)benzamido)picolinamide ClC=1C(=C(C(=O)NC2=CC(=NC=C2)C(=O)N)C(=CC1)NC1=C(C=C(C=C1)F)C)F